N[C@@H]([C@@H](C)CC)C(=O)N[C@@H](CCC(N)=O)C(=O)O isoleucyl-glutamine